The molecule is an acyl-CoA oxoanion that is the pentaanion of dodecanedioyl-CoA, arising from deprotonation of the phosphate, diphosphate and carboxylic acid OH groups. It is a conjugate base of a dodecanedioyl-CoA. CC(C)(COP(=O)([O-])OP(=O)([O-])OC[C@@H]1[C@H]([C@H]([C@@H](O1)N2C=NC3=C(N=CN=C32)N)O)OP(=O)([O-])[O-])[C@H](C(=O)NCCC(=O)NCCSC(=O)CCCCCCCCCCC(=O)[O-])O